6-chloro-[1,2,4]triazolo[1,5-b]pyridazin ClC=1C=CC=2N(N1)N=CN2